ClC1=C(C=C(C=C1)C1=CC(=CC=C1)C(F)F)CC(C(=O)NC1=CC=C(C=C1)C1=NN=CN1C)NC(=O)C=1N(N=CC1)C N-[1-[[2-chloro-5-[3-(difluoromethyl)phenyl]phenyl]methyl]-2-[4-(4-methyl-1,2,4-triazol-3-yl)anilino]-2-oxo-ethyl]-2-methyl-pyrazole-3-carboxamide